O=C1NC(CCC1N1C(N(C2=C1C=CC(=C2)[C@H]2CN(CCC2)CC(=O)O)C)=O)=O 2-[(3S)-3-[1-(2,6-dioxo-3-piperidyl)-3-methyl-2-oxo-benzimidazol-5-yl]-1-piperidyl]acetic acid